C(CCCCCCCCCCCCCCC)OCCCP([O-])([O-])=O hexadecyloxypropyl-phosphonate